OC1=NC(=CC=C1S(=O)(=O)N1[C@@H](CCC1)C(=O)OC)C methyl ((2-hydroxy-6-methylpyridin-3-yl)sulfonyl)-L-prolinate